BrC1=CC=C(C=C1)\C=C\C1=CC=C(C=C1)Br (E)-1,2-bis(4-bromophenyl)-ethylene